(R)-3-(2-(morpholin-2-yl)ethyl)-1,2,4-oxadiazol-5(4H)-one hydrochloride Cl.N1C[C@H](OCC1)CCC1=NOC(N1)=O